C(C1=CC=CC=C1)OC1=C(C(=CC=C1)OC)C1=CC(=NN1C1=CC=C(C=C1)F)C(=O)N[C@H](CC(=O)O)CC(C)C (3S)-3-({5-[2-(benzyloxy)-6-methoxyphenyl]-1-(4-fluorophenyl)-1H-pyrazol-3-yl}formamido)-5-methylhexanoic acid